ClC1=CC(=C(C=N1)C(CC([2H])([2H])[2H])=O)O 1-(6-chloro-4-hydroxypyridin-3-yl)propan-1-one-3,3,3-d3